C(C1=CC=CC=C1)(C1=CC=CC=C1)(C1=CC=CC=C1)N[C@@H](C)C(=O)OC methyl (S)-1-tritylazapropane-2-carboxylate